C(CC)(=O)OC=1C=NC=C(C1)C 5-Methylpyridin-3-yl propionate